CNS(=O)(=O)C1=CC=C(C=C1)CC=1NC(C2=C(N1)N(N=N2)C(CCCC2=CC=CC=C2)C)=O N-methyl-4-[3-(1-methyl-4-phenylbutyl)-7-oxo-6,7-dihydro-3H-[1,2,3]-triazolo-[4,5-d]pyrimidin-5-ylmethyl]-benzenesulphonamide